(1R,4R)-5-(4-{4-chlorofuro[3,2-d]pyrimidin-6-yl}benzoyl)-2-oxa-5-azabicyclo[2.2.1]heptane ClC=1C2=C(N=CN1)C=C(O2)C2=CC=C(C(=O)N1[C@H]3CO[C@@H](C1)C3)C=C2